5-[(E)-2-Cyclopentylethenyl]-N-[3-fluoro-4-[[6-methoxy-7-(2-methoxyethoxy)-1,5-naphthyridin-4-yl]oxy]phenyl]-4-hydroxy-6-methylpyridine-3-carboxamide C1(CCCC1)/C=C/C=1C(=C(C=NC1C)C(=O)NC1=CC(=C(C=C1)OC1=CC=NC2=CC(=C(N=C12)OC)OCCOC)F)O